C(N)(OC(C1CCN(CC1)N=O)C(C)(C)C)=O tert-butyl-((1-nitrosopiperidin-4-yl) methyl) carbamate